tris(2-aminoethyl) hexane-1,3,6-tricarboxylate C(CC(CCCC(=O)OCCN)C(=O)OCCN)C(=O)OCCN